(S) or (R)-N'-((2,3-dicyclopropyl-6,7-dihydro-5H-cyclopenta[b]pyridin-4-yl)carbamoyl)-3-fluoro-4-(2-hydroxypropan-2-yl)thiophene-2-sulfonimidamide C1(CC1)C1=C(C(=C2C(=N1)CCC2)NC(=O)N=[S@@](=O)(N)C=2SC=C(C2F)C(C)(C)O)C2CC2 |o1:16|